C1(=CC=CC=C1)CCCCC(=O)ONC(OCC(Cl)(Cl)Cl)=O 2,2,2-Trichloroethyl ((5-phenylpentanoyl)oxy)carbamate